CN1N=CC(=C1)C1=NC=CC(=N1)NC=1N=CC2=C(C=CC(=C2C1)[C@@H](CO)C)N1CC(C1)CS(=O)(=O)C (S)-2-(3-((2-(1-methyl-1H-pyrazol-4-yl)pyrimidin-4-yl)amino)-8-(3-((methylsulfonyl)methyl)azetidin-1-yl)isoquinolin-5-yl)propan-1-ol